8-((7-azaspiro[3.5]nonan-2-yl)amino)-6,6,9-trimethyl-11-oxo-6,11-dihydro-5H-benzo[b]carbazole-3-carbonitrile C1C(CC12CCNCC2)NC=2C(=CC1=C(C(C=3NC4=CC(=CC=C4C3C1=O)C#N)(C)C)C2)C